2-methyl-5-(3-(piperidine-1-carbonyl)pyrazolo[1,5-a]pyridin-7-yl)benzo[d]isoxazol-3(2H)-one CN1OC2=C(C1=O)C=C(C=C2)C2=CC=CC=1N2N=CC1C(=O)N1CCCCC1